C1(CC1)N1C(C2=C(N(C(C=C2CC1)=O)C)NC1=C(C=C(C=C1)SC)F)=O 2-cyclopropyl-8-((2-fluoro-4-(methylsulfanyl)phenyl)amino)-7-methyl-3,4-dihydro-2,7-naphthyridine-1,6(2h,7h)-dione